N-(1-cyanocyclopropyl)-4-(2-morpholinoethoxy)-9H-pyrimido[4,5-b]indole-7-sulfonamide C(#N)C1(CC1)NS(=O)(=O)C1=CC=C2C3=C(NC2=C1)N=CN=C3OCCN3CCOCC3